(4-(2-amino-5-(1-ethyl-1H-pyrazol-4-yl)pyridin-3-yl)-3-fluorophenyl)-3-(4-fluorophenyl)-1-methyl-4-oxo-1,4-dihydropyridine-2,5-dicarboxamide NC1=NC=C(C=C1C1=C(C=C(C=C1)C1=C(C(C(=C(N1C)C(=O)N)C1=CC=C(C=C1)F)=O)C(=O)N)F)C=1C=NN(C1)CC